tert-butyl 4-[3-(2,4-dioxohexahydropyrimidin-1-yl)pyrazolo[1,5-a]pyridin-6-yl]-3,6-dihydro-2H-pyridine-1-carboxylate O=C1N(CCC(N1)=O)C=1C=NN2C1C=CC(=C2)C=2CCN(CC2)C(=O)OC(C)(C)C